CC1CN=C2N1C1=CC=C(C=C1N=C2C=2C=C1CN(C(C1=CC2)=O)C)C(=O)OC methyl 1-methyl-4-(2-methyl-1-oxoisoindolin-5-yl)-1,2-dihydroimidazo[1,2-a]quinoxaline-7-carboxylate